6,7-dichloro-3-(3-(2-methoxyethoxy)propyl)-1,3,4,9-tetrahydro-[1,2,6]thiadiazino[4,3-g]indole 2,2-dioxide ClC=1C=2C(=CNC2C2=C(C1)CN(S(N2)(=O)=O)CCCOCCOC)Cl